S(C1=C(C=C(C(=C1)C(C)(C)C)O)C)C1=C(C=C(C(=C1)C(C)(C)C)O)C 4,4'-Thio-bis-(6-tert-butyl-3-methylphenol)